2-bromo-4-cyanobenzoate BrC1=C(C(=O)[O-])C=CC(=C1)C#N